O1CCN(CC1)C=1C=C(C(=O)O)C=C(C1)S(=O)(=O)C1=CC=CC=C1 3-morpholino-5-(benzenesulfonyl)benzoic acid